1-[(2R,5S)-5-(3-chlorophenyl)-2-methyl-piperazin-1-yl]-2-methyl-propan-1-one ClC=1C=C(C=CC1)[C@@H]1NC[C@H](N(C1)C(C(C)C)=O)C